C(CCCC(=O)OCCC)(=O)OCCC dipropyl pentanedioate